3-{[5-methyl-3-(6-methylpyridin-3-yl)-1,2-oxazol-4-yl]methoxy}-N-(oxan-4-yl)-5H,6H,7H,8H-pyrido[3,4-c]pyridazine-7-carboxamide CC1=C(C(=NO1)C=1C=NC(=CC1)C)COC1=CC2=C(N=N1)CN(CC2)C(=O)NC2CCOCC2